3-(furan-3-yl)-6-(((4-methoxybenzyl)oxy)methoxy)-2-(pyridin-3-yl)1H-inden-1-one O1C=C(C=C1)C1=C(C(C2=CC(=CC=C12)OCOCC1=CC=C(C=C1)OC)=O)C=1C=NC=CC1